BrC1=C(C=C(C(=O)N2CCC=3N(N=C4CCN(C[C@@H]2C34)C(C=C)=O)C3=CC=C(C=C3)C(C)C)C=C1)NCC(F)(F)F |o1:18| (S or R)-1-(5-(4-bromo-3-((2,2,2-trifluoroethyl)amino)benzoyl)-2-(4-isopropylphenyl)-2,3,4,5,5a,6,8,9-octahydro-7H-1,2,5,7-tetraazabenzo[cd]azulen-7-yl)prop-2-en-1-one